6-(1H-imidazol-1-yl)-N-(pyridin-3-yl)pyrido[3,2-d]pyrimidin-4-amine N1(C=NC=C1)C=1C=CC=2N=CN=C(C2N1)NC=1C=NC=CC1